methyl 2-(2-{2-[4-(trifluoromethanesulfonyloxy)quinolin-8-yl]acetamido}acetamido)acetate FC(S(=O)(=O)OC1=CC=NC2=C(C=CC=C12)CC(=O)NCC(=O)NCC(=O)OC)(F)F